C(C)C(COC([C@H](C)N=P(=O)OC1=C(C=CC=C1)OC[C@H]1O[C@@]([C@@H]([C@@H]1O)O)(C#N)C1=CC=C2C(=NC=NN21)N)=O)CC (2S)-2-{(2R,3S,4R,5R)-[5-(4-Aminopyrrolo[2,1-f][1,2,4]triazine-7-yl)-5-cyano-3,4-dihydroxy-tetrahydro-furan-2-ylmethoxy]phenoxy-(S)-phosphorylamino}propionic acid 2-ethyl-butyl ester